N1(CCOCC1)C1=NC(=NC(=N1)C=1SC(=CC1)CN1CCOCC1)C1=CC=C(C=C1)NC(=O)NC1=NC=NC=C1 1-(4-(4-morpholinyl-6-(5-(morpholinomethyl)thiophen-2-yl)-1,3,5-triazin-2-yl)phenyl)-3-(pyrimidin-4-yl)urea